4-bromo-3-iodo-6-(methoxymethoxy)pyrazolo[1,5-a]pyridine (3-(1-((4-methyl-4H-1,2,4-triazol-3-yl)thio)ethyl)phenyl)carbamate CN1C(=NN=C1)SC(C)C=1C=C(C=CC1)NC(O)=O.BrC=1C=2N(C=C(C1)OCOC)N=CC2I